ethyl acetyl-L-alloisoleucinate C(C)(=O)N[C@@H]([C@H](C)CC)C(=O)OCC